(Z)-2-nitrobenzaldehyde oxime [N+](=O)([O-])C1=C(\C=N/O)C=CC=C1